C(C)(C)(C)NCC(C(=O)N)=C t-butylaminomethylacrylamide